ClC1=C(C=CC=C1OC)C=1C=C2C=NN(C(C2=CC1)=O)C1=NC=CC=C1 6-(2-Chloro-3-methoxyphenyl)-2-(pyridin-2-yl)phthalazin-1(2H)-one